2-hydroxybenzo[c]chromen-6-one OC=1C=C2C3=C(C(OC2=CC1)=O)C=CC=C3